COC(=O)C1CCC2(CCC3=CC=C(C=C23)OCCNS(=O)(=O)CCC2=CC=CC=C2)CC1 6'-{2-[(2-phenylethanesulfonyl)amino]ethoxy}-2',3'-dihydrospiro[cyclohexane-1,1'-indene]-4-carboxylic acid methyl ester